CC1(NC2=CC=CC=C2C(=C1)C)C 2,2,4-trimethylquinoline